N-[5-[5-[(3-cyano-1-methyl-pyrrolidin-3-yl)methoxy]-2-methyl-4-pyridyl]pyrazolo[1,5-a]pyridin-2-yl]cyclopropanecarboxamide C(#N)C1(CN(CC1)C)COC=1C(=CC(=NC1)C)C1=CC=2N(C=C1)N=C(C2)NC(=O)C2CC2